C(C1=CC=CC=C1)(C1=CC=CC=C1)=NC(C(=O)OC)C1=CC(N(C2=CC=CC=C12)C)=O methyl 2-(benzhydrylideneamino)-2-(1-methyl-2-oxo-4-quinolyl)acetate